thiophene-2-carboxylic acid ethyl ester C(C)OC(=O)C=1SC=CC1